5-[3-Methoxy-5-(2,2,2-trifluoroethoxy)pyrazin-2-yl]-4,6-dimethyl-7H-pyrrolo[2,3-d]pyrimidin-2-Amin COC=1C(=NC=C(N1)OCC(F)(F)F)C1=C(NC=2N=C(N=C(C21)C)N)C